8-chloro-1-methyl-2-oxo-1,2-dihydroquinoline-3-carbonitrile ClC=1C=CC=C2C=C(C(N(C12)C)=O)C#N